ClC=1C=C(C(=C(C1)C1=NN=C(N1C)C1=C(C=CC=C1F)F)OC(F)F)F 3-(5-chloro-2-(difluoromethoxy)-3-fluorophenyl)-5-(2,6-difluorophenyl)-4-methyl-4H-1,2,4-triazole